CS(=O)(=O)CCO 2-(methanesulfonyl)ethan-1-ol